N1=CC=C(C=C1)\C=C/OOC=1C2=CC=CC=C2C(=C2C=CC=CC12)OO\C=C/C1=CC=NC=C1 9,10-bis[(cis)-2-(pyridin-4-yl)vinyl-peroxy]anthracene